ClC=1C=C2C=C(NC2=CC1OCC1COC1)CNC(=O)C1(CC1)C N-((5-chloro-6-(oxetan-3-ylmethoxy)-1H-indol-2-yl)methyl)-1-methylcyclopropane-1-carboxamide